(2-ethyl-6-piperazin-1-yl-imidazo[1,2-a]pyridin-3-yl)-methyl-amine C(C)C=1N=C2N(C=C(C=C2)N2CCNCC2)C1NC